BrP(C(C)CC)C(C)CC bromo(di-sec-butyl)phosphine